BrN1OC(=C(N1)F)F bromodifluorooxadiazole